2-chloro-4-(piperidine-1-carbonyl)benzoic acid ClC1=C(C(=O)O)C=CC(=C1)C(=O)N1CCCCC1